(R)-2-(3,5-dichloro-4-((3'-chloro-4'-fluoro-6-hydroxy-[1,1'-biphenyl]-3-yl)methyl)phenoxy)propanoic acid ClC=1C=C(O[C@@H](C(=O)O)C)C=C(C1CC=1C=C(C(=CC1)O)C1=CC(=C(C=C1)F)Cl)Cl